ClC1=NN2C(N=CC3=C2[C@@](CN3C(=O)N[C@@H]3CC(CCC3)(F)F)(C(F)(F)F)C)=C1 (R)-2-chloro-N-((S)-3,3-difluorocyclohexyl)-8-methyl-8-(trifluoromethyl)-7,8-dihydro-6H-pyrazolo[1,5-a]pyrrolo[2,3-e]pyrimidine-6-carboxamide